[N+](=O)([O-])C1=CC=C(OC2=CC(=CC=C2)OC2=CC=C(C=C2)[N+](=O)[O-])C=C1 1,3-bis(4-nitrophenoxy)benzene